ethyl (R,E)-4-((1S,3R,4S)-2-((3-chlorophenyl)-D-leucyl)-5,5-difluoro-2-azabicyclo[2.2.2]octane-3-carboxamido)-2-fluoro-5-((R)-2-oxopyrrolidin-3-yl)pent-2-enoate ClC=1C=C(C=CC1)N[C@H](CC(C)C)C(=O)N1[C@@H]2CC([C@H]([C@@H]1C(=O)N[C@@H](/C=C(\C(=O)OCC)/F)C[C@@H]1C(NCC1)=O)CC2)(F)F